3,5-diethyl-2,6-dimethyl-benzoic acid C(C)C=1C(=C(C(=O)O)C(=C(C1)CC)C)C